6-amino-caproic acid NCCCCCC(=O)O